(S)-1-(5-(1H-benzo[d][1,2,3]triazol-5-yl)-1H-pyrrole-2-carbonyl)-N-(3,4,5-trifluorophenyl)pyrrolidine-3-carboxamide N1N=NC2=C1C=CC(=C2)C2=CC=C(N2)C(=O)N2C[C@H](CC2)C(=O)NC2=CC(=C(C(=C2)F)F)F